C1(CCCC1)N1[C@@H](COC2=CC(=NC(NS(C=3C=CC=C(C1=O)C3)(=O)=O)=N2)C2=C(C=CC=C2C)C)CC(C)C (11R)-12-Cyclopentyl-6-(2,6-dimethylphenyl)-11-isobutyl-2,2-dioxo-9-oxa-2λ6-thia-3,5,12,19-tetrazatricyclo[12.3.1.14,8]nonadeca-1(18),4(19),5,7,14,16-hexaen-13-one